4-((3-isopropyl-1-p-toluenesulfonyl-1H-pyrrolo[3,2-b]pyridin-5-yl)methyl)-3,5-dimethylbenzonitrile C(C)(C)C1=CN(C=2C1=NC(=CC2)CC2=C(C=C(C#N)C=C2C)C)S(=O)(=O)C2=CC=C(C)C=C2